ethyl 1-(3-amino-2-fluoro-6-methoxyphenyl)-1H-pyrazole-4-carboxylate NC=1C(=C(C(=CC1)OC)N1N=CC(=C1)C(=O)OCC)F